C1=CC=CC=2C3=CC=CC=C3C(C12)COC(=O)N[C@@H](CC1=C(N(C2=CC=CC=C12)C(=O)OC(C)(C)C)C)C(=O)OC(C)(C)C tert-butyl (S)-3-(2-((((9H-fluoren-9-yl) methoxy) carbonyl) amino)-3-(tert-butoxy)-3-oxopropyl)-2-methyl-1H-indole-1-carboxylate